1-imidazolium chloride [Cl-].[NH+]1=CNC=C1